OC1CCN(CC1)CCNC1=NC(=NC(=N1)NCCCNC(OC(C)(C)C)=O)NCCCNC(OC(C)(C)C)=O di-tert-butyl (((6-((2-(4-hydroxypiperidin-1-yl)ethyl)amino)-1,3,5-triazine-2,4-diyl)bis(azanediyl))bis(propane-3,1-diyl))dicarbamate